NC1=NC=NN2C1=C(C=C2C=2C=C(C(=NC2)OC)C(=O)N[C@@H]2CN(C[C@@H]2F)C(=O)C2(CCCC2)O)C(F)(F)F 5-[4-amino-5-(trifluoromethyl)pyrrolo[2,1-f][1,2,4]triazin-7-yl]-N-[(3R,4S)-4-fluoro-1-(1-hydroxycyclopentanecarbonyl)pyrrolidin-3-yl]-2-methoxy-pyridine-3-carboxamide